4-(4-cyclohexylnaphthalen-1-yl)piperidine C1(CCCCC1)C1=CC=C(C2=CC=CC=C12)C1CCNCC1